OC=1C=C(OC2=CC=C(C(=O)OC3=CC=C(C=C3)C=CC(C3=CC=CC=C3)=O)C=C2)C=C(C1)O [4-(3-Oxo-3-phenylprop-1-enyl)phenyl] 4-(3,5-dihydroxyphenoxy)benzoate